OC=1C(=C2CC[C@@](OC2=C(C1C)C)(C(=O)O)C)C |r| (+-)-6-hydroxy-2,5,7,8-tetra-methylchromane-2-carboxylic acid